NC1=NC(=NC(=C1C#N)Cl)SC 4-amino-6-chloro-2-(methylthio)pyrimidine-5-carbonitrile